C(#N)C1=NC=C(C(=C1)C1=CC=2N(C=C1)N=C(C2)NC(=O)C2CC2)O[C@@H]2CN(CC2)CC(F)(F)F N-[5-[2-cyano-5-[(3S)-1-(2,2,2-trifluoroethyl)pyrrolidin-3-yl]oxy-4-pyridyl]pyrazolo[1,5-a]pyridin-2-yl]cyclopropanecarboxamide